FC1=C(C=CC(=C1)[N+](=O)[O-])N(C(OC(C)(C)C)=O)C1CC(C1)CO tert-butyl (2-fluoro-4-nitrophenyl)(3-(hydroxymethyl)cyclobutyl)carbamate